2,2,2-Trifluoro-N,N-bis(trifluoromethyl)acetamide FC(C(=O)N(C(F)(F)F)C(F)(F)F)(F)F